C1(CC1)NC(C1=CC(=C(C=C1)C)C=1C=NC(=C(C1)C=1N=CN(C1)CC)NC(CO)(C)C)=O N-cyclopropyl-3-(5-(1-ethyl-1H-imidazol-4-yl)-6-((1-hydroxy-2-methylpropan-2-yl)amino)pyridin-3-yl)-4-methylbenzamide